C1=NC=C(C2=CC=CC=C12)N1C(N(C2=CC=C(C=C2C1=O)C(F)(F)F)CCN1CCN(CC1)C(=O)OC(C)(C)C)=O tert-butyl 4-(2-(3-(isoquinolin-4-yl)-2,4-dioxo-6-(trifluoromethyl)-3,4-dihydroquinazolin-1(2H)-yl)ethyl)piperazine-1-carboxylate